C(C1=CC=CC=C1)N(C(C(OC)OC)\C=C\C1=CC=CC=C1)C1CC1 (E)-N-benzyl-N-(1,1-dimethoxy-4-phenylbut-3-en-2-yl)cyclopropylamine